3,3-difluorocyclobutyl ((S)-2-((2-fluoro-4-(1-((R)-2-(4-methylpiperazin-1-yl)-2-oxo-1-propionamidoethyl)cyclopropyl)phenyl)amino)-2-oxo-1-((S)-spiro[2.5]octan-5-yl)ethyl)carbamate FC1=C(C=CC(=C1)C1(CC1)[C@H](C(=O)N1CCN(CC1)C)NC(CC)=O)NC([C@H]([C@@H]1CC2(CC2)CCC1)NC(OC1CC(C1)(F)F)=O)=O